O1CN=CCC1 5,6-Dihydro-2H-1,3-oxazin